ClC=1C=CC(=C(C1)C1=NOC(=N1)[C@@H]1C([C@H]1C1=CC=C(C=C1)S(=O)(=O)N)(C)C)OC 4-{(1S,3S)-3-[3-(5-chloro-2-methoxyphenyl)-1,2,4-oxadiazol-5-yl]-2,2-dimethylcyclopropyl}benzenesulfonamide